ClC1=C2C(=C(N=N1)Cl)N=C(C=C2)C 5,8-dichloro-2-methylpyridino[2,3-d]pyridazine